4-(((4-bromophenyl)sulfonyl)piperazin-1-yl)-3-(3-methoxy-4-(prop-2-yn-1-yloxy)phenyl)prop-2-en-1-one BrC1=CC=C(C=C1)S(=O)(=O)C1N(CCNC1)C1(C(C=C(C=C1)C=CC=O)OC)OCC#C